4-bromo-3-cyclopropylbenzonitrile BrC1=C(C=C(C#N)C=C1)C1CC1